ClC1=C(C(=C(C=C1)Cl)Cl)Cl 1,2,4-trichlorochlorobenzene